diethyl (3-chloro-4-nitrobenzyl)phosphonate ClC=1C=C(CP(OCC)(OCC)=O)C=CC1[N+](=O)[O-]